O1CCN(CC1)C=1C2=C(N=C(N1)C1=C3C=NN(C3=CC=C1)C1OCCCC1)C=C(S2)C=O 4-Morpholino-2-(1-(2-tetrahydropyranyl)-4-indazolyl)thieno[3,2-d]pyrimidine-6-carbaldehyde